5-chloro-2-(2-fluorophenyl)pyrazolo[1,5-a]Pyrimidine ClC1=NC=2N(C=C1)N=C(C2)C2=C(C=CC=C2)F